FC(C1=NC(=NO1)C=1C=C2C(=NC1)C(CC2)C2=C(C(=O)N)C=CC=C2)F (3-(5-(difluoromethyl)-1,2,4-oxadiazol-3-yl)-6,7-dihydro-5H-cyclopenta[b]pyridin-7-yl)benzamide